OCCCCOC1=CC=C(C=C1)C1CN(CC1)C1=CC(=C(C#N)C=C1)C(F)(F)F 4-(3-(4-(4-hydroxybutoxy)phenyl)pyrrolidin-1-yl)-2-(trifluoromethyl)benzonitrile